pyridine-2,6-dihydrazide N1=C(C=CC=C1C(=O)NN)C(=O)NN